C(C)OC(C(C(C(=O)OCC)(CC)CC)(CC)CC)=O diethyl-2,2,3,3-tetraethylsuccinate